(R)-N-((1-(6-((5-chloro-4-methoxypyridin-2-yl)amino)-3-methylpyridine-2-carbonyl)-5,5-difluoropiperidin-2-yl)methyl)acetamide ClC=1C(=CC(=NC1)NC1=CC=C(C(=N1)C(=O)N1[C@H](CCC(C1)(F)F)CNC(C)=O)C)OC